FC(C(=O)O)(F)F.N1=CC(=CC=C1)C#N pyridine-3-carbonitrile trifluoroacetate salt